(1S,2R,Z)-9-(benzyloxy)-N-(2,4-difluorobenzyl)-2-methyl-8,10-dioxo-3,6,8,10-tetrahydro-2H-1,7-methanopyrido[1,2-b][1,2,5]triazecine-11-carboxamide C(C1=CC=CC=C1)OC=1C(C(=CN2N3[C@@H](C\C=C/CN(C(C21)=O)C3)C)C(=O)NCC3=C(C=C(C=C3)F)F)=O